C1(=CC=CC=C1)C(=C)C1=C(C(=O)O)C=CC=C1 o-(1-phenyl-vinyl)benzoic acid